FC(COC1=C(C=CC=C1)C1=NC(=CC2=C1CN(C2=O)C=2C=NC(=CC2)C(C)(C)O)C(C)(C)O)F 4-[2-(2,2-difluoroethoxy)phenyl]-6-(2-hydroxypropan-2-yl)-2-[6-(2-hydroxypropan-2-yl)pyridin-3-yl]-2,3-dihydro-1H-pyrrolo[3,4-c]pyridin-1-one